ClC1=C2CNCC2=CC=C1OC 4-chloro-5-methoxyisoindolin